ClC1=CC=C(C(=N1)C(=O)OC(C)(C)C)N[C@H](C)C=1C=C(C=C2C(C(=C(OC12)C1=NN(C=C1)C)C)=O)C tert-Butyl 6-chloro-3-[[(1R)-1-[3,6-dimethyl-2-(1-methylpyrazol-3-yl)-4-oxo-chromen-8-yl]ethyl]amino]pyridine-2-carboxylate